C(C)(=O)NCCCCC(C(=O)N(C1=NC=2N([C@H](C(NC2C(=N1)C)=O)C)C)CC=1C=NN(C1)CC=1C=NC(=CC1)C(F)(F)F)N (7S)-6-acetamido-2-amino-N-((1-((6-(trifluoromethyl)pyridin-3-yl)methyl)-1H-pyrazol-4-yl)methyl)-N-((S)-4,7,8-trimethyl-6-oxo-5,6,7,8-tetrahydropteridin-2-yl)hexanamide